5-(azetidin-3-yloxy)-3-fluoro-N-methylpyridine-2-carboxamide hydrochloride Cl.N1CC(C1)OC=1C=C(C(=NC1)C(=O)NC)F